ClC1=C(C(=O)NC2=NC=C(C=C2C)C#CC2=CC(=CC=C2)F)C=C(C=C1)C(=O)N1CC(C1)(C)O 2-chloro-N-[5-[2-(3-fluorophenyl)ethynyl]-3-methyl-2-pyridyl]-5-(3-hydroxy-3-methyl-azetidine-1-carbonyl)benzamide